4-[(2,3,5-trifluorobenzyl)amino]-2-[(1-methyl-1H-pyrazol-4-yl)amino]pyrimidin-5-carboxamide FC1=C(CNC2=NC(=NC=C2C(=O)N)NC=2C=NN(C2)C)C=C(C=C1F)F